CN1N=CC(=C1C)C#C[Si](C)(C)C 1,5-dimethyl-4-((trimethylsilyl)ethynyl)-1H-pyrazole